C(=O)[O-].C1(=CC=CC=C1)C(C(=O)OC1CC2CCC(C1)[N+]21CCCC1)(OC(C)OC(=O)C1CCOCC1)C1=CC=CC=C1 3-(2,2-diphenyl-2-(1-((tetrahydro-2H-pyran-4-carbonyl)oxy)ethoxy)acetoxy)spiro[bicyclo[3.2.1]octane-8,1'-pyrrolidin]-8-ium formate